(1-((2-hydroxyethyl)amino)-1-oxo-3-(1-trityl-1H-imidazol-2-yl)propan-2-yl)carbamic acid tert-butyl ester C(C)(C)(C)OC(NC(C(=O)NCCO)CC=1N(C=CN1)C(C1=CC=CC=C1)(C1=CC=CC=C1)C1=CC=CC=C1)=O